(R)-4-(3-cyclobutyl-2,5-dioxo-4-(4-(trifluoromethyl)benzyl)piperazin-1-yl)-3-fluorobenzonitrile C1(CCC1)[C@@H]1C(N(CC(N1CC1=CC=C(C=C1)C(F)(F)F)=O)C1=C(C=C(C#N)C=C1)F)=O